(2S,4R)-1-((9,9-difluoro-9H-fluorene-3-carbonyl)glycyl)-4-fluoro-4-methylpyrrolidine-2-carboxylic acid FC1(C2=CC=CC=C2C=2C=C(C=CC12)C(=O)NCC(=O)N1[C@@H](C[C@@](C1)(C)F)C(=O)O)F